2,5-dimethoxy-4-pentylbenzaldehyde COC1=C(C=O)C=C(C(=C1)CCCCC)OC